Cl.O1CCC(CC1)NN 1-[tetrahydro-2H-pyran-4-yl]hydrazine hydrochloride